N[C@H](C#CC1=NC(=CC(=C1)C=1C=C(C=CC1C)NC(=O)C1=CC(=NC=C1)C(F)(F)F)N1CCOCC1)C N-(3-{2-[(3S)-3-aminobut-1-yn-1-yl]-6-(morpholin-4-yl)pyridin-4-yl}-4-methylphenyl)-2-(trifluoromethyl)pyridine-4-carboxamide